tert-butyl prop-2-en-1-ylcarbamate C(C=C)NC(OC(C)(C)C)=O